7-methyl-8-oxo-9-(tetrahydro-2H-pyran-4-yl)-8,9-dihydro-7H-purin CN1C(N(C2=NC=NC=C12)C1CCOCC1)=O